ethyl(3-benzoyl-2,4,6-trimethylbenzoyl)(phenyl)phosphinate C(C)OP(=O)(C1=CC=CC=C1)C(C1=C(C(=C(C=C1C)C)C(C1=CC=CC=C1)=O)C)=O